ClC1=CC=C(C2=CC=CC=C12)C1=C(C=CC=C1)N1C2=CC=CC=C2C=2C=CC=CC12 9-(2-(4-chloronaphthalen-1-yl)phenyl)-9H-carbazole